N-methyl-1-[4-(4,4,5,5-tetramethyl-1,3,2-dioxaborolan-2-yl)phenyl]methylamine CNCC1=CC=C(C=C1)B1OC(C(O1)(C)C)(C)C